C[Si](O[Si](O[Si](O[Si](C)(C)C)(O[Si](C)(C)C)C)(O[Si](C)(C)C)C)(C)C 1,1,1,3,5,7,7,7-octamethyl-3,5-di(trimethylsiloxy)tetrasiloxane